SC1=NC=2CC3(CCC2C(=N1)O)C=CC1=CC=CC=C13 2'-mercapto-5',8'-dihydro-6'H-spiro[indene-1,7'-quinazoline]-4'-ol